CC=1C=C(C=NC1OC1=CC(=C(C=C1)C)OC)N1C(NC=2C=NC=CC21)=O 1-[5-methyl-6-(3-methoxy-4-methyl-phenoxy)-3-pyridyl]-3H-imidazo[4,5-c]pyridin-2-one